ClC=1C=C(NC=2C=3N(C=CN2)C(=CN3)C3=C(C(=C(OCC#N)C=C3)F)F)C=CC1C(=O)N1CCC(CC1)C(=O)N1C[C@H](NCC1)CO 2-[4-[8-[3-chloro-4-[4-[(3S)-3-(hydroxymethyl)piperazine-1-carbonyl]piperidine-1-carbonyl]anilino]imidazo[1,2-a]pyrazin-3-yl]-2,3-difluorophenoxy]acetonitrile